(4R,12aS)-N-(1-(2,4-difluorophenyl)cyclopropyl)-7-hydroxy-4-methyl-6,8-dioxo-3,4,6,8,12,12a-hexahydro-2H-[1,3]oxazino[3,2-d]pyrido[1,2-a]pyrazine-9-carboxamide FC1=C(C=CC(=C1)F)C1(CC1)NC(=O)C=1C(C(=C2N(C[C@H]3N(C2=O)[C@@H](CCO3)C)C1)O)=O